2-((2-(5-chloro-1H-indol-1-yl)ethyl)thio)-3,4-dihydroquinazoline ClC=1C=C2C=CN(C2=CC1)CCSC1=NC2=CC=CC=C2CN1